6-Cyclopropanamido-4-({4-[5-(ethoxymethyl)-1,2,4-oxadiazol-3-yl]-3-methoxypyridin-2-yl}amino)-N-(2H3)methylpyridin-3-carboxamid C1(CC1)C(=O)NC1=CC(=C(C=N1)C(=O)NC([2H])([2H])[2H])NC1=NC=CC(=C1OC)C1=NOC(=N1)COCC